NC1(CCOCC1)CC(=O)O 4-amino-tetrahydro-2H-pyran-4-yl-acetic acid